2-chloro-N-(3-(4-methoxyphenyl)propyl)thieno[2,3-d]pyrimidin-4-amine ClC=1N=C(C2=C(N1)SC=C2)NCCCC2=CC=C(C=C2)OC